((2-Ethyl-6-methoxy-1,2,3,4-tetrahydroisoquinolin-7-yl)amino)-5-((3-(hydroxymethyl)phenyl)amino)-1,2,4-triazine-6-carboxamide C(C)N1CC2=CC(=C(C=C2CC1)OC)NC=1N=NC(=C(N1)NC1=CC(=CC=C1)CO)C(=O)N